COC(CCCCO)OC 5,5-dimethoxypentan-1-ol